(1R,3s)-3-((((1S,2R)-2-((2-(2,6-dioxopiperidin-3-yl)-1-oxoisoindolin-5-yl)oxy)cyclohexyl)amino)methyl)-1-methylcyclobutane-1-carbonitrile O=C1NC(CC[C@@H]1N1C(C2=CC=C(C=C2C1)O[C@H]1[C@H](CCCC1)NCC1CC(C1)(C#N)C)=O)=O